N-benzyl-4,4',5-trihydroxy-3'-(trifluoromethyl)-[1,1'-biphenyl]-2-sulfonamide C(C1=CC=CC=C1)NS(=O)(=O)C=1C(=CC(=C(C1)O)O)C1=CC(=C(C=C1)O)C(F)(F)F